C(=O)(O)[C@@H](CC=1C=C(CN2CCN(CC2)CC=2C=C(C=CC2)C[C@H](C(=O)O)[C@H]2CNCC2)C=CC1)[C@@H]1CNCC1 (S)-3-(3-((4-(3-((S)-2-carboxy-2-((R)-pyrrolidin-3-yl)ethyl)benzyl)piperazin-1-yl)methyl)phenyl)-2-((S)-pyrrolidin-3-yl)propanoic acid